4-chloro-1-[(4-chlorophenyl)methyl]-7-morpholino-pyrido[3,2-d]pyrimidin-2-one ClC=1C2=C(N(C(N1)=O)CC1=CC=C(C=C1)Cl)C=C(C=N2)N2CCOCC2